(l)-2,3-dichloro-benzenethiol ClC1=C(C=CC=C1Cl)S